ClC=1C=C(C(=O)N2CC=3C(=NN4C3C(NC[C@H]4C)=O)C[C@H]2C)C=CC1Cl (3R,7R)-2-(3,4-dichlorobenzoyl)-3,7-dimethyl-1,2,3,4,8,9-hexahydropyrido[4',3':3,4]pyrazolo[1,5-a]pyrazin-10(7H)-one